FC=1C=C(C=NC1)N1C(C(=CC(=C1C)C=1N=CSC1)C(=O)N)=O 5'-fluoro-6-methyl-2-oxo-5-(thiazol-4-yl)-2H-[1,3'-bipyridine]-3-carboxamide